[1-(2,6-dioxo-3-piperidinyl)-3-methyl-2-oxo-benzimidazol-5-yl]Piperidine-4-Formaldehyde O=C1NC(CCC1N1C(N(C2=C1C=CC(=C2)N2CCC(CC2)C=O)C)=O)=O